NC1=C(N[C@H](C)C=2C=C(C=C3C(N(C(=NC23)N2CCOCC2)C)=O)C)C=CC=C1 8-[(1R)-1-(2-aminoanilino)ethyl]-3,6-dimethyl-2-morpholino-quinazolin-4-one